1,1,1,3,3,3-hexafluoropropan-2-yl (±)-1-(methyl(pyridazin-3-yl)carbamoyl)-6-azaspiro[2.5]octane-6-carboxylate CN(C(=O)[C@@H]1CC12CCN(CC2)C(=O)OC(C(F)(F)F)C(F)(F)F)C=2N=NC=CC2 |r|